O1C2=C(OCC1)C(=CC=C2)NC2=NC=1N(C(=C2)NC)N=CC1C(=O)NC1COCC1 5-((2,3-dihydrobenzo[b][1,4]dioxin-5-yl)amino)-7-(methylamino)-N-(tetrahydrofuran-3-yl)pyrazolo[1,5-a]pyrimidine-3-carboxamide